C(C1=CC=CC=C1)(=O)N1C=2C3=C(N(C=C3CCC1)[C@H]1[C@H](O[Si](C)(C)C(C)(C)C)[C@H](O)[C@H](O1)CO)N=CN2 6-benzoyl-2-{2-O-[tert-butyl(dimethyl)silyl]-β-D-ribofuranosyl}-6,7,8,9-tetrahydro-2H-2,3,5,6-tetraazabenzo[cd]azulene